ClCC1(OCC1)CCOCC1=CC=CC=C1 2-(chloromethyl)-2-(2-phenylmethoxyethyl)oxetane